C1(CC1)C1N(CCOC1)C(=O)C=1C=CC(=NC1)NC1=C2C(=NC(=C1)OC=1C(=CC(=NC1)C#N)C)N(C=N2)C 5-[7-[[5-(3-cyclopropylmorpholine-4-carbonyl)pyridin-2-yl]amino]-3-methylimidazo[4,5-b]pyridin-5-yl]oxy-4-methyl-pyridine-2-carbonitrile